COC1=C(C=CC=C1C)C(C)(C)NC(C[C@H]1N(CCC1)C)=O (S)-N-(2-(2-methoxy-3-methylphenyl)propan-2-yl)-2-(1-methylpyrrolidin-2-yl)acetamide